7-[(3S,5S)-3,5-dimethylpiperazin-1-yl]-N-(8-fluoro-2-methyl-imidazo[1,2-a]pyridin-6-yl)-2-methoxy-1,3-benzothiazole-4-carboxamide C[C@H]1CN(C[C@@H](N1)C)C=1C=CC(=C2N=C(SC21)OC)C(=O)NC=2C=C(C=1N(C2)C=C(N1)C)F